P(=O)(O)(O)O[C@H]1C[C@@H](O[C@@H]1CO)N1C=NC=2C(N)=NC=NC12 2'-deoxy adenosine-3'-phosphate